C(C1CCC(CC1)N)C1CCC(CC1)N 1,1'-methylenebis(4-aminocyclohexane)